FC1=C(C=2OC[C@H](N3C=C(C(C(=C1)C32)=O)C(=O)O)C)N3CCN(CC3)C |r| (RS)-7-fluoro-2-methyl-6-(4-methylpiperazin-1-yl)-10-oxo-4-oxa-1-azatricyclo[7.3.1.05,13]trideca-5(13),6,8,11-tetraene-11-carboxylic acid